2-(7-bromo-5-(sec-butoxy)benzo[b]thiophen-2-yl)-4-methylthiazole-5-carboxylic acid BrC1=CC(=CC2=C1SC(=C2)C=2SC(=C(N2)C)C(=O)O)OC(C)CC